3,3'-Dimethyl-[1,1'-binaphthyl]-2,2'-diol CC1=C(C(=C2C=CC=CC2=C1)C=1C(=C(C=C2C=CC=CC12)C)O)O